C(C)(C)(C)N(C(O)=O)C1=NON=C1C(C)=O.ClC1=C(C=CC=C1Cl)NC=1CCC1OCC 3-((2,3-dichlorophenyl)amino)-4-ethoxycyclobut-3-ene tert-butyl-(4-acetyl-1,2,5-oxadiazol-3-yl)carbamate